5-(pyridin-3-ylamino)-3-(4-(3-(4-(trifluoromethoxy)phenyl)ureido)phenyl)-1H-pyrazole-4-carboxamide N1=CC(=CC=C1)NC1=C(C(=NN1)C1=CC=C(C=C1)NC(=O)NC1=CC=C(C=C1)OC(F)(F)F)C(=O)N